1-(3''-(4-(tert-Butyl)piperazin-1-yl)-3-chloro-5-ethoxy-5'-fluoro-2'-hydroxy-[1,1':3',1''-terphenyl]-4-yl)-3-methyl-1H-imidazol-2(3H)-one C(C)(C)(C)N1CCN(CC1)C=1C=C(C=CC1)C=1C(=C(C=C(C1)F)C1=CC(=C(C(=C1)OCC)N1C(N(C=C1)C)=O)Cl)O